NC1=NC(=CC(=N1)Cl)Cl 2-amino-4,6-dichloropyrimidin